C(#N)[C@H](C[C@H]1C(NCC1)=O)NC(=O)[C@@H]1CC2(CC(C2)(F)F)CCN1C([C@H](C(C)(C)C)NC(C(F)(F)F)=O)=O (S)-N-((S)-1-cyano-2-((S)-2-oxopyrrolidin-3-yl)ethyl)-7-((S)-3,3-dimethyl-2-(2,2,2-trifluoroacetamido)butanoyl)-2,2-difluoro-7-azaspiro[3.5]nonane-6-carboxamide